BrC1=CC2=C(N(C(C(N=C2C2=CC=CC=C2)C(CC)CC)=O)CCC(=O)O)C=C1 3-(7-bromo-2-oxo-3-(pent-3-yl)-5-phenyl-2,3-dihydro-1H-benzo[e][1,4]diazepin-1-yl)propionic acid